2-(trimethoxysilylpropyl)ethyltrimethoxysilane CO[Si](OC)(OC)CCCCC[Si](OC)(OC)OC